ClC1=CC=C2C(=N1)C(=CN2)CC(C(=O)OC)(C)C methyl 3-(5-chloro-1H-pyrrolo[3,2-b]pyridin-3-yl)-2,2-dimethylpropanoate